FC(C1=NC(=NO1)C=1C=C2CCC(C2=CC1)NC(=O)C1=CN=NC(=C1)C)F N-(5-(5-(difluoromethyl)-1,2,4-oxadiazol-3-yl)-2,3-dihydro-1H-inden-1-yl)-6-methylpyridazine-4-carboxamide